((2R,6R)-4-(2-fluoro-4-methoxybenzoyl)-2,6-dimethylpiperazin-1-yl)(2-fluoro-5-methoxyphenyl)methanone FC1=C(C(=O)N2C[C@H](N([C@@H](C2)C)C(=O)C2=C(C=CC(=C2)OC)F)C)C=CC(=C1)OC